ClC1=CC=C2C=CN=C(C2=C1)NC1CC(C1)C(=O)NC=1SC(=C(N1)C)C(=O)OC(C)(C)C tert-butyl 2-((1s,3s)-3-((7-chloroisoquinolin-1-yl) amino) cyclobutane-1-carboxamido)-4-methylthiazole-5-carboxylate